1-fluoro-2-{3-[4-fluoro-2-(trifluoromethyl)phenyl]-1,2,4-oxadiazol-5-yl}-6-azaspiro[2.5]octane-6-sulfonamide FC1C(C12CCN(CC2)S(=O)(=O)N)C2=NC(=NO2)C2=C(C=C(C=C2)F)C(F)(F)F